4-(4-methylpiperazin-1-yl)phenylamino-2,4,9-trimethyl-4,9-dihydro-10H-pyrimido[5,4-b]thiazolo[5,4-e][1,4]diazepin-10-one CN1CCN(CC1)C1=CC=C(C=C1)NC=1N=CC=2N(C(C3=C(N(C2N1)C)SC(=N3)C)=O)C